C(C=CC=CC=CCCCCCCCCCCCCCCC)(=O)O docostrienoic acid